2-(6-(((1S,3S)-3-((5-cyclopropyl-1,2,4-thiadiazol-3-yl)amino)cyclopentyl)amino)pyridin-3-yl)-4-methylpyridazin-3(2H)-one C1(CC1)C1=NC(=NS1)N[C@@H]1C[C@H](CC1)NC1=CC=C(C=N1)N1N=CC=C(C1=O)C